(E)-4-fluoro-2-butenoyl chloride FC/C=C/C(=O)Cl